COC=1C=C2C(=NC(=NC2=CC1OC)C)NC(C)C=1SC(=CC1)C1=C(C=C(C=C1)OC)C 6,7-dimethoxy-N-{1-[5-(4-methoxy-2-methylphenyl)thiophen-2-yl]ethyl}-2-methylquinazolin-4-amine